methyl (E)-4-(2-nitroprop-1-en-1-yl)benzoate [N+](=O)([O-])/C(=C/C1=CC=C(C(=O)OC)C=C1)/C